N-(tert-butoxycarbonyl)glycyl-S-trityl-L-cysteine Benzyl-1-(4-ethoxy-4-oxobutan-2-yl)-1H-imidazole-4-carboxylate C(C1=CC=CC=C1)C=1N(C=C(N1)C(=O)O)C(C)CC(=O)OCC.C(C)(C)(C)OC(=O)NCC(=O)N[C@@H](CSC(C1=CC=CC=C1)(C1=CC=CC=C1)C1=CC=CC=C1)C(=O)O